BrC=1C=CC(=NC1)C=CC(=O)OC(C)(C)C tert-butyl 3-(5-bromopyridin-2-yl)acrylate